3-(2,6-bis(benzyloxy)pyridin-3-yl)-1-methyl-7-nitro-1H-indazole C(C1=CC=CC=C1)OC1=NC(=CC=C1C1=NN(C2=C(C=CC=C12)[N+](=O)[O-])C)OCC1=CC=CC=C1